N-(5-(2-(4-(trifluoromethyl)phenoxy)ethyl)-1H-indol-3-yl)spiro[2.3]hexane-5-carboxamide FC(C1=CC=C(OCCC=2C=C3C(=CNC3=CC2)NC(=O)C2CC3(CC3)C2)C=C1)(F)F